2-(4-methyl-3-(trifluoromethyl)-1H-pyrazol-1-yl)acetic acid CC=1C(=NN(C1)CC(=O)O)C(F)(F)F